OC[C@H](C1=CC=CC=C1)NC1=CC(=NC=C1C1=NC(=NO1)C12CCN(CC1)CC2)NC2=CC=C1C(=N2)N(N(C1=O)COC)C(C)C (S)-6-((4-((2-hydroxy-1-phenylethyl)amino)-5-(3-(quinuclidin-4-yl)-1,2,4-oxadiazol-5-yl)pyridin-2-yl)amino)-1-isopropyl-2-(methoxymethyl)-1,2-dihydro-3H-pyrazolo[3,4-b]pyridin-3-one